C12(CC3CC(CC(C1)C3)C2)CS(=O)(=O)NC(C2=CC=C(C=C2)N2CCN(CC2)C(C2=CC(=CC(=C2)C(F)(F)F)N2N=CC(=C2)C=2C=NC=C(C2)O)=O)=O N-(1-Adamantylmethylsulfonyl)-4-[4-[3-[4-(5-hydroxypyridin-3-yl)pyrazol-1-yl]-5-(trifluoromethyl)benzoyl]piperazin-1-yl]benzamide